C1(CCC1)C([C@@H](C(=O)NC1=CC=C(C=C1)C=1C(=NNC1C)C)NC(=O)C=1N(N=CC1)C(CO)C)C1CCC1 N-[(1S)-1-[di(cyclobutyl)methyl]-2-[4-(3,5-dimethyl-1H-pyrazol-4-yl)anilino]-2-oxo-ethyl]-2-(2-hydroxy-1-methyl-ethyl)pyrazole-3-carboxamide